CNC(=O)C1=CC2=C(N(C(=N2)C2=CC(=NC3=CC=CC=C23)C2=CN=CN2C)C2=CC3=C(N(C(N3C)=O)C)C=C2)C=C1 N,1',3'-trimethyl-2-(2-(1-methyl-1H-imidazol-5-yl)quinolin-4-yl)-2'-oxo-2',3'-dihydro-1'H-[1,5'-bi-benzo[d]imidazole]-5-carboxamide